ClC1=C(C=CC(=C1)CNC([2H])([2H])[2H])N1N=CC(=C1)C1=NC(=NC=C1C#N)N[C@@H]1[C@@H](CN(CC1)S(=O)(=O)C1=NN(C=C1)C)C 4-(1-(2-Chloro-4-(((methyl-d3)amino)methyl)phenyl)-1H-pyrazol-4-yl)-2-(((3R,4S)-3-methyl-1-((1-methyl-1H-pyrazol-3-yl)sulfonyl)piperidin-4-yl)amino)pyrimidine-5-carbonitrile